5-(4-methyl-1H-imidazol-1-yl)-2-(3-{3-[(prop-2-yl)amino]pyrrolidin-1-yl}-1,2,4-triazin-6-yl)phenol CC=1N=CN(C1)C=1C=CC(=C(C1)O)C1=CN=C(N=N1)N1CC(CC1)NC(C)C